ClC1=CC=C2C(=CNC2=C1)S(=O)(=O)NC1=NC=C(C(=N1)OC)OCC 6-chloro-N-(5-ethoxy-4-methoxy-pyrimidin-2-yl)-1H-indole-3-sulfonic acid amide